COC(=O)C=1C(N(C2=NC(=CC=C2C1N)C(F)(F)F)C=1C=NC(=CC1)O)=O 4-Amino-1-(6-hydroxypyridin-3-yl)-2-oxo-7-(trifluoromethyl)-1,2-dihydro-1,8-naphthyridine-3-carboxylic acid methyl ester